4-(Benzyloxy)-N-(4-fluorobenzyl)Benzene-1,2-Diamine C(C1=CC=CC=C1)OC=1C=C(C(=CC1)NCC1=CC=C(C=C1)F)N